5-(4-chlorophenyl)-5-(2-(2-(2-methoxyethoxy)ethoxy)ethoxy)-2,5-dihydro-3H-imidazo[2,1-a]isoindole ClC1=CC=C(C=C1)C1(N2C(C3=CC=CC=C13)=NCC2)OCCOCCOCCOC